diphenyl (monodecyl)phosphite C(CCCCCCCCC)P(OC1=CC=CC=C1)(OC1=CC=CC=C1)[O-]